3-(3-ethylcyclopentyl)propionic acid C(C)C1CC(CC1)CCC(=O)O